CN1C(=O)N(C=2N=CNC2C1=O)CC(C)C L-1-methyl-3-isobutylxanthine